C12CN(CC(CC1)O2)C2=CC(=C(N=N2)C#N)N2[C@@H](CN(CC2)C(=O)OC(C)(C)C)C tert-butyl (3R)-4-(6-(8-oxa-3-azabicyclo[3.2.1]oct-3-yl)-3-cyanopyridazin-4-yl)-3-methylpiperazine-1-carboxylate